6-amino-5-chloro-2-(4-chloro-2-fluoro-3-methoxyphenyl)pyrimidine-4-carboxylic acid methyl ester COC(=O)C1=NC(=NC(=C1Cl)N)C1=C(C(=C(C=C1)Cl)OC)F